amino-monoethylene glycol NC(CO)O